1-(4-fluorophenyl)-1H-pyrazole-3-carboxylic acid [1-(3-methyl-pyrrolo[1,2-a]pyrazin-1-yl)-pyrrolidin-3-yl]-amide CC=1N=C(C=2N(C1)C=CC2)N2CC(CC2)NC(=O)C2=NN(C=C2)C2=CC=C(C=C2)F